COC=1C=C2C(C(NC2=CC1)C=O)C1=CC=CC=C1 2,3-DIHYDRO-5-METHOXY-3-PHENYL-2-INDOLECARBOXALDEHYDE